FC(C1=CC=C(C=C1)C=1OC2=C(N1)C=CC=C2)(F)F [4-(trifluoromethyl)phenyl]-1,3-benzoxazole